CC1=C(C=C(C=C1)C1=C(C(=O)N)C=CC(=C1)CN1CCN(CC1)C)NC1=NC=CC(=N1)C=1C=NC=CC1 (4-methyl-3-((4-(pyridin-3-yl)pyrimidin-2-yl)amino)phenyl)-4-((4-methylpiperazin-1-yl)methyl)benzamide